ClC=1C=CC=C2C=CC=C(C12)N1CCC=2C(=C(C(=NC2C1)OC[C@H]1N(CCC1)C)F)N1C[C@@H](N(CC1)C(C(=C)F)=O)CC#N 2-((S)-4-(7-(8-chloronaphthalen-1-yl)-3-fluoro-2-(((S)-1-methylpyrrolidin-2-yl)methoxy)-5,6,7,8-tetrahydro-1,7-naphthyridin-4-yl)-1-(2-fluoroacryloyl)piperazin-2-yl)acetonitrile